FCCCNCCOC1=NC=NC(=C1C)[C@H]1N([C@@H](CC2=C1NC1=CC=CC=C21)C)CC(F)(F)F 3-fluoro-N-(2-((5-methyl-6-((1S,3R)-3-methyl-2-(2,2,2-trifluoroethyl)-2,3,4,9-tetrahydro-1H-pyrido[3,4-b]indol-1-yl)pyrimidin-4-yl)oxy)ethyl)propan-1-amine